6-{3-[3-(tert-butylamino)pyrrolidin-1-yl]-1,2,4-triazin-6-yl}-2-fluoro-3-(1H-pyrazol-4-yl)phenol dihydrochloride Cl.Cl.C(C)(C)(C)NC1CN(CC1)C=1N=NC(=CN1)C1=CC=C(C(=C1O)F)C=1C=NNC1